Sodium hydrogen periodate I(=O)(=O)(=O)O.[Na]